(3S)-N-[3-[2-(2-amino-3H-imidazol-4-yl)-6-(morpholin-4-yl)pyridin-4-yl]-4-methylphenyl]-3-(2,2,2-trifluoroethyl)pyrrolidine-1-carboxamide NC1=NC=C(N1)C1=NC(=CC(=C1)C=1C=C(C=CC1C)NC(=O)N1C[C@@H](CC1)CC(F)(F)F)N1CCOCC1